triacontane-16,18-dione CCCCCCCCCCCCCCCC(CC(CCCCCCCCCCCC)=O)=O